ClC1=C2C=CNC2=CC(=C1)NC1=NC2=C(N1)C=CC(=C2)C2=CC=C(C=C2)OC(F)(F)F N-(4-chloro-1H-indol-6-yl)-5-[4-(trifluoromethoxy)phenyl]-1H-1,3-benzodiazol-2-amine